1-bromo-3,4-difluoro-2-iodo-5-propoxybenzene BrC1=C(C(=C(C(=C1)OCCC)F)F)I